O=C1N(C(C2=CC=CC=C12)=O)CCOC=1C=C2CCN(CC2=CC1)C(=O)OC(C)(C)C tert-butyl 6-[2-(1,3-dioxo-2-isoindolinyl)ethoxy]-1,2,3,4-tetrahydro-2-isoquinolinecarboxylate